C1(=CC=CC=C1)P(C1=CC=2C3(C4=CC(=CC=C4C2C=C1)P(C1=CC=CC=C1)C1=CC=CC=C1)C1=CC=CC=C1C=1C=CC=CC13)C1=CC=CC=C1 2,7-bis(diphenyl-phosphino)-9,9'-spirobifluorene